C(C)(C)(C)C1=C(C=C(C(=N1)C)C1=CC(C(=C(N1)C)[S@@](=O)(=N)C)=O)Cl (R)-6-(6-tert-butyl-5-chloro-2-methyl-3-pyridyl)-2-methyl-3-(methylsulfonimidoyl)-1H-pyridin-4-one